C1(CC1)C(=O)N1CC2=CC(=CC=C2CC1)S(=O)(=O)NC(C(F)(F)F)C1=CC=C(C=C1)F 2-(Cyclopropanecarbonyl)-N-(2,2,2-trifluoro-1-(4-fluorophenyl)ethyl)-1,2,3,4-tetrahydroisoquinoline-7-sulfonamide